Oxazole-4-carboxylic acid O1C=NC(=C1)C(=O)O